(1-((4-bromophenyl)sulfonyl)pyrrolidin-3-yl)(4-(7-fluoroquinolin-4-yl)piperazin-1-yl)methanone BrC1=CC=C(C=C1)S(=O)(=O)N1CC(CC1)C(=O)N1CCN(CC1)C1=CC=NC2=CC(=CC=C12)F